N=1C2=C(C=CCC1)C=CC=C2 3H-benzo[b]azepine